ClC1=CC=NC(=N1)C 6-chloro-2-methylpyrimidine